stearyl-3,5-bis(1,1-dimethylethyl)-4-hydroxyphenyl propionate C(CC)(=O)OC1=C(C(=C(C(=C1)C(C)(C)C)O)C(C)(C)C)CCCCCCCCCCCCCCCCCC